(5S)-{4'-[5-(acetylamino-methyl)-2-oxo-oxazolidin-3-yl]-2'-fluorobiphenyl-4-ylmethyl}-[1-(4-methoxy-benzyl)-1H-[1,2,3]triazol-5-ylmethyl]-carbamic acid tert-butyl ester C(C)(C)(C)OC(N(CC1=CN=NN1CC1=CC=C(C=C1)OC)CC1=CC=C(C=C1)C1=C(C=C(C=C1)N1C(O[C@H](C1)CNC(C)=O)=O)F)=O